Dibenzanthracen C1=CC=CC2=C1C1=CC=3C=CC=CC3C=C1C1=C2C=CC=C1